BrC1=C2C=CC=C(C2=CC=C1)C(S\C(=C(\C)/N(C=O)CC=1C(=NC(=NC1)C)N)\CCO)=O (Z)-S-(2-(N-((4-amino-2-methylpyrimidin-5-yl)methyl)formamido)-5-hydroxypent-2-en-3-yl) 5-bromonaphthalene-1-carbothioate